Taurine NCCS(=O)(=O)O